CN(C)CC1=CC(=C(C=C1OC)C1=NC=2C=CNC(C2C(=C1)NC1=NC=C(C=C1)N1CCC(CC1)O)=O)F 2-(4-((dimethylamino)methyl)-2-fluoro-5-methoxyphenyl)-4-((5-(4-hydroxypiperidin-1-yl)pyridin-2-yl)amino)-1,6-naphthyridin-5(6H)-one